C(C)(C)(C)OC(=O)N[C@@H](CCCCN)C(=O)O (tert-butyloxycarbonyl)-L-lysine